1H-Pyrrole-1-decanoic acid N1(C=CC=C1)CCCCCCCCCC(=O)O